C(C)C(C)N(C(C)C)C(C)C ethyl-Diisopropylethylamine